6,7,7-trimethyl-2-[7-(trifluoromethyl)-1H-indol-3-yl]pyrrolo[3,4-b]pyridin-5-one CN1C(C2=NC(=CC=C2C1=O)C1=CNC2=C(C=CC=C12)C(F)(F)F)(C)C